4-[(2R)-3-(3,4-dihydro-1H-isoquinolin-2-yl)-2-hydroxy-propyl]-8-(1-isopropylazetidin-3-yl)oxy-2,3-dihydro-1,4-benzoxazepin-5-one C1N(CCC2=CC=CC=C12)C[C@H](CN1CCOC2=C(C1=O)C=CC(=C2)OC2CN(C2)C(C)C)O